sulfur manganese oxide [O-2].[Mn+2].[S+2].[O-2]